NC1=C(N=CC2=C(C(=CC=C12)F)C1=C(N=CS1)OC)C(=O)NCCC 4-amino-7-fluoro-8-(4-methoxythiazol-5-yl)-N-propylisoquinoline-3-carboxamide